1-ethyl-3-((S)-1,1,1,5,5,5-hexafluoropentan-2-yl)-1-((R)-1-(6-hydroxy-5-(7-methoxypyrazolo[1,5-a]pyridin-5-yl)pyridin-3-yl)ethyl)urea C(C)N(C(=O)N[C@H](C(F)(F)F)CCC(F)(F)F)[C@H](C)C=1C=NC(=C(C1)C1=CC=2N(C(=C1)OC)N=CC2)O